C(CC)N(CCC)CC[SiH3] (dipropylamino)ethylsilane